N-{(3S,4S)-1-[(2R,6S)-2,6-dimethyltetrahydro-2H-pyran-4-yl]-3-methyl-4-piperidyl}-6-[3-(4-mesyl-2-anisidino)-1-propynyl]-1-(2,2,2-trifluoroethyl)-1H-1,3-benzimidazole-4-carboxamide C[C@H]1O[C@H](CC(C1)N1C[C@@H]([C@H](CC1)NC(=O)C1=CC(=CC=2N(C=NC21)CC(F)(F)F)C#CCNC=2C(OC)=CC=C(C2)S(=O)(=O)C)C)C